N-[5-(furan-2-yl)-2-(1-methylazetidin-3-yl)-[1,2,4]triazolo[1,5-c]pyrimidin-7-yl]cyclopropanecarboxamide O1C(=CC=C1)C1=NC(=CC=2N1N=C(N2)C2CN(C2)C)NC(=O)C2CC2